C(C)(C)(C)C1=CC=C(C=C1)C1=NC(=NN1C1CC1)CN1CC2(CCC2)CC1 6-((5-(4-(tert-butyl)phenyl)-1-cyclopropyl-1H-1,2,4-triazol-3-yl)methyl)-6-azaspiro[3.4]octane